C(=C)OC(=O)SCCC[Si](O[Si](C)(C)C)(O[Si](C)(C)C)O[Si](C)(C)C 3-(vinyloxycarbonylthio)propyltris(trimethylsiloxy)silane